FC1=C(CC2=NC3=C(N2C2COCC2(C)C)C=C(C=C3F)C(=O)O)C=C(C(=C1)C1=NC(=CC=C1)OCC1=C(C=C(C=C1)C(F)(F)F)F)F 2-(2,5-difluoro-4-(6-((2-fluoro-4-(trifluoromethyl)benzyl)oxy)pyridin-2-yl)benzyl)-1-(4,4-dimethyltetrahydrofuran-3-yl)-4-fluoro-1H-benzo[d]imidazole-6-carboxylic acid